cetyl phosphonate (cetyl phosphonate) C(CCCCCCCCCCCCCCC)P(O)(O)=O.P(OCCCCCCCCCCCCCCCC)(O)=O